C(=C)C1CC2C(CC1)O2 Epoxy-4-vinylcyclohexane